C(C)(C)(C)C1N(CCN2[C@H]1COC1=C(C2)C=C(C(=C1Cl)Br)OC(F)F)C(=O)OCCN1C=CC2=CC=CC=C12 2-(1H-indol-1-yl)ethanol tert-butyl-(12aR)-9-bromo-10-chloro-8-(difluoromethoxy)-3,4,12,12a-tetrahydro-6H-pyrazino[2,1-c][1,4]benzoxazepine-2(1H)-carboxylate